C[Ti](C1C=CC=C1)C Di-methylcyclopentadienyl-titanium